C[C@H](C(=O)O)C(C)C (S)-2,3-dimethylbutyric acid